tert-butyl 6-[3-[1-(1-benzyloxycarbonylazetidin-3-yl)pyrazol-4-yl]-4-(4-fluoro-2-methoxy-phenyl)-6,7-dihydro-5H-cyclopenta[c]pyridin-1-yl]-3,4-dihydro-1H-isoquinoline-2-carboxylate C(C1=CC=CC=C1)OC(=O)N1CC(C1)N1N=CC(=C1)C1=C(C2=C(C(=N1)C=1C=C3CCN(CC3=CC1)C(=O)OC(C)(C)C)CCC2)C2=C(C=C(C=C2)F)OC